C(#N)C1=NC=C(C=N1)C(=O)NC=1SC2=C(N1)C=CC=C2C=2C(=NOC2C)C 2-Cyano-N-(7-(3,5-dimethylisoxazol-4-yl)benzo[d]thiazol-2-yl)pyrimidine-5-carboxamide